C(CC)S(=O)(=O)O.C(=C)C1=CC=NC=C1 4-Vinyl-Pyridine Propanesulfonate